FC1=CC=C(C(=O)NC=2C=C3C(C(N(C3=CC2)CC2=CC=C(C(=O)NC(C)(C)C)C=C2)=O)C2OCC(CO2)(C)C)C=C1 4-((5-4-fluorobenzamido-3-(5,5-dimethyl-1,3-dioxan-2-yl)-2-oxoindol-1-yl)methyl)-N-t-butylbenzamide